C(#N)[C@H](CC1CC1)C1=CC=C(C(=O)OCC)C=C1 |r| (±)-ethyl 4-(1-cyano-2-cyclopropyl-ethyl)benzoate